BrCCCCCC1=C(C=CC(=C1)F)NC1=C(C(=O)OC)C=C(C=N1)C(F)(F)F methyl 2-((2-(5-bromopentyl)-4-fluorophenyl)amino)-5-(trifluoromethyl)nicotinate